2-(4-((2,5-Dioxo-3-(4-(trifluoromethyl)phenyl)imidazolin-1-yl)methyl)-2,6-dimethylphenoxy)butyric acid O=C1N(C(CN1C1=CC=C(C=C1)C(F)(F)F)=O)CC1=CC(=C(OC(C(=O)O)CC)C(=C1)C)C